N-(2-bromo-4-(perfluoropropan-2-yl)-6-(difluoromethyl)phenyl)-2-fluoro-3-(hydroxyamino)benzamide BrC1=C(C(=CC(=C1)C(C(F)(F)F)(C(F)(F)F)F)C(F)F)NC(C1=C(C(=CC=C1)NO)F)=O